FC(C=1N=NN(C1)C1=CC=C(CNC(OC(C)(C)C)=O)C=C1)(F)F tert-butyl (4-(4-(trifluoromethyl)-1H-1,2,3-triazol-1-yl)benzyl)carbamate